N-[(6-Amino-2-pyridyl)sulfonyl]-2-(3-tert-butylpyrrolidin-1-yl)-6-(3-fluoro-5-isobutoxyphenyl)pyridin-3-carboxamid NC1=CC=CC(=N1)S(=O)(=O)NC(=O)C=1C(=NC(=CC1)C1=CC(=CC(=C1)OCC(C)C)F)N1CC(CC1)C(C)(C)C